C1(CC1)C(C)(C)N1C=C(C(=CC1=O)NC1[C@@H]2CN(C[C@H]12)C)C(=O)N[C@H](C)C1=C(C(=CC=C1)C(F)F)F 1-(2-cyclopropylpropan-2-yl)-N-((R)-1-(3-(difluoromethyl)-2-fluorophenyl)ethyl)-4-(((1R,5S,6s)-3-methyl-3-azabicyclo[3.1.0]hexan-6-yl)amino)-6-oxo-1,6-dihydropyridine-3-carboxamide